[Br-].[Br-].C(C)[SiH](CC)[Zr+2](C1(C(=CC=C1)CC)CC)C1(C(=CC=C1)CC)CC diethylsilyl-bis(diethylcyclopentadienyl)zirconium dibromide